tert-butyl 4-(1-(2-((2-chloro-4-(trifluoromethyl)phenyl)amino)-2-oxoethyl)-6-(dimethylamino)-2-ethyl-7-fluoro-4-oxo-1,4-dihydro-1,5-naphthyridin-3-yl)piperazine-1-carboxylate ClC1=C(C=CC(=C1)C(F)(F)F)NC(CN1C(=C(C(C2=NC(=C(C=C12)F)N(C)C)=O)N1CCN(CC1)C(=O)OC(C)(C)C)CC)=O